CNC1CCC(CC1)=O 4-(methylamino)cyclohexanone